2-Ethoxy-4-formylphenyl-4-hydroxybenzoat C(C)OC1=C(C=CC(=C1)C=O)OC(C1=CC=C(C=C1)O)=O